O=C1NC(CCC1N1C(C2=CC=CC(=C2C1=O)N1CC(C1)C(=O)O)=O)=O 1-[2-(2,6-dioxopiperidin-3-yl)-1,3-dioxo-2,3-dihydro-1H-isoindol-4-yl]azetidine-3-carboxylic acid